1,2-Dimethoxyethane lutetium [Lu].COCCOC